1-[2-(isopropenylcarbonyloxy) ethyl] succinate C(CCC(=O)[O-])(=O)OCCOC(=O)C(=C)C